The molecule is a methyl 3-(4-chlorophenyl)-3-{[N-(isopropoxycarbonyl)valyl]amino}propanoate resulting from the formal condensation of the carboxylic acid group of N-(isopropoxycarbonyl)-L-valine with the amino group of methyl (3R)-3-amino-3-(4-chlorophenyl)propanoate. CC(C)[C@@H](C(=O)N[C@H](CC(=O)OC)C1=CC=C(C=C1)Cl)NC(=O)OC(C)C